OP(O)OP(O)O.C(C)(C)(C)C1=C(C(=CC(=C1)C)C(C)(C)C)C(O)(C(CO)(CO)CO)C1=C(C=C(C=C1)C(C)(C)CC(C)(C)C)C(C)(C)CC(C)(C)C (2,6-di-t-butyl-4-methylphenyl)(2,4-di-t-octylphenyl)pentaerythritol diphosphite